BrCCC=CCC=CCC 1-bromo-3,6-nonanediene